C[C@@H]1CN(C[C@H]2N1CC=1C=CC(=CC1C2)N2C(N1[C@@H](CNCC1)C2)=O)C2=C1C=CC=NC1=C(C=C2)C#N 5-[(4R,11aS)-4-methyl-9-[(8aS)-3-oxo-1,5,6,7,8,8a-hexahydroimidazo[1,5-a]pyrazin-2-yl]-1,3,4,6,11,11a-hexahydropyrazino[1,2-b]isoquinolin-2-yl]quinoline-8-carbonitrile